FC(C1=NC=CC(=C1)C1=NC=C(C(=C1)C(F)F)OC[C@](CC(C)C)(N)CF)F (S)-1-((2',4-bis(difluoromethyl)-[2,4'-bipyridin]-5-yl)oxy)-2-(fluoromethyl)-4-methylpentan-2-amine